2-(4-(dimethylamino) cyclohexyl)-2,7-dimethyl-2,3-dihydrobenzofuran-6-carboxylate CN(C1CCC(CC1)C1(OC2=C(C1)C=CC(=C2C)C(=O)[O-])C)C